4-(methoxymethyl)-2,4-dihydro-1H-cyclobuta[b]carbazol-1-carbonitrile COCN1C=2C=CC=CC2C=2C=C3C(=CC12)CC3C#N